C(C=C)NCCCCCCC1=C(C=CC=C1)C1=C(C=CC(=N1)N)N1N=C(C=C1)OCC(C(F)(F)F)(C)C 6-[2-[6-(allylamino)hexyl]phenyl]-5-[3-(3,3,3-trifluoro-2,2-dimethyl-propoxy)pyrazol-1-yl]pyridin-2-amine